The molecule is a glycoside resulting from attachment of a decyl group to the reducing-end anomeric centre of a beta-maltose molecule. It is a glycoside and a disaccharide derivative. It derives from a beta-maltose. CCCCCCCCCCO[C@H]1[C@@H]([C@H]([C@@H]([C@H](O1)CO)O[C@@H]2[C@@H]([C@H]([C@@H]([C@H](O2)CO)O)O)O)O)O